(5-(cyclopropylmethoxy)pyridin-2-yl)-2-((7s,3R)-4,4-difluoro-3-(6-oxo-1,6-dihydropyridin-3-yl)cyclohexyl)propanamide C1(CC1)COC=1C=CC(=NC1)C(C(=O)N)(C)C1C[C@@H](C(CC1)(F)F)C1=CNC(C=C1)=O